CC1=C(C=CC=C1C)N1CCNCC1 1-(2,3-dimethylphenyl)-piperazine